2-(6-{5-chloro-2-[(oxan-4-yl)amino]pyrimidin-4-yl}-1-oxo-2,3-dihydro-1H-isoindol-2-yl)-N-[(1S)-1-(6-cyanopyridin-2-yl)-2-hydroxyethyl]acetamide ClC=1C(=NC(=NC1)NC1CCOCC1)C1=CC=C2CN(C(C2=C1)=O)CC(=O)N[C@H](CO)C1=NC(=CC=C1)C#N